COC=1C=C(C=C(C1C)OC)CN(C(=O)NC1(CC(C1)(F)F)C(=O)O)CCCCC1=CC=CC=C1 1-({[(3,5-Dimethoxy-4-methylphenyl)methyl](4-phenylbutyl)carbamoyl}amino)-3,3-difluorocyclobutane-1-carboxylic acid